N[C@@H]1CCCC12CCN(CC2)C=2C(=NC(=C(N2)C)C2=C(C(=CC=C2)Cl)Cl)C(C)O 1-(3-((R)-1-amino-8-azaspiro[4.5]decan-8-yl)-6-(2,3-dichlorophenyl)-5-methylpyrazin-2-yl)ethan-1-ol